hydroxytriazine chloride [Cl-].OC1=NN=NC=C1